(piperidinyloxy)propane N1(CCCCC1)OCCC